C(C(C)C)C=1C=CC(=C(C1)N1CCN(CC1)CC=1OC=CN1)C=1N=NNN1 2-[[4-[5-isobutyl-2-(2H-tetrazol-5-yl)-phenyl]piperazin-1-yl]methyl]oxazole